[SiH3]OC1CC1 siloxycyclopropane